3-(2,6-bis(benzyloxy)pyridin-3-yl)-6-(4-((R)-5-((1r,4s)-4-(3-bromo-2-methylphenoxy)cyclohexyl)pentan-2-yl)piperazin-1-yl)-1-methyl-1H-indazole C(C1=CC=CC=C1)OC1=NC(=CC=C1C1=NN(C2=CC(=CC=C12)N1CCN(CC1)[C@H](C)CCCC1CCC(CC1)OC1=C(C(=CC=C1)Br)C)C)OCC1=CC=CC=C1